C1N(CCC2=CC=CC=C12)C[C@H](CN1CCOC2=C(C1=O)C=CC(=C2)CN2CCOCC2)O 4-[(2R)-3-(3,4-dihydro-1H-isoquinolin-2-yl)-2-hydroxy-propyl]-8-(morpholinomethyl)-2,3-dihydro-1,4-benzoxazepin-5-one